C(C)(CC)C1=NN(C(=C1O)CC)CC 3-sec-butyl-1,5-diethyl-4-hydroxy-pyrazole